1-(2-(1-benzyl-5-methyl-1H-pyrazol-4-yl)-2-oxoethyl)-5-bromo-4-methylpyridin-2(1H)-one C(C1=CC=CC=C1)N1N=CC(=C1C)C(CN1C(C=C(C(=C1)Br)C)=O)=O